CNCCNCCNCCCNCCNCCCC(=O)O 2,5,8,12,15-pentaazanonadecan-19-oic acid